C(C(=C)C)(=O)OCCOC1=CC=2C(=NN(N2)C2=CC3=C(OCO3)C=C2O)C=C1 2-[2-(6-hydroxybenzo[1,3]dioxol-5-yl)-2H-benzotriazol-5-yloxy]ethyl methacrylate